CS(=O)(=N)C1=CC=C(C=C1)C1=NN2C(=NC=3C=CC=CC3C2=N1)N[C@H]1C(NCCCC1)=O (3R)-3-({2-[4-(S-methylsulfonimidoyl)phenyl][1,2,4]triazolo[1,5-c]quinazolin-5-yl}amino)azepan-2-one